BrC=1C=C(C=CC1F)C1=CC=CC=C1 3-bromo-4-fluorobiphenyl